CCCCCCCCCCCCCC(=O)O[C@H](COC(=O)CCC/C=C\C/C=C\C/C=C\C/C=C\C/C=C\CC)COP(=O)(O)OC[C@@H](C(=O)O)N 1-(5Z,8Z,11Z,14Z,17Z-eicosapentaenoyl)-2-tetradecanoyl-glycero-3-phosphoserine